Cl.CC1(CNC1)NC(OC(C)(C)C)=O tert-butyl N-(3-methylazetidin-3-yl)carbamate HCl